COC1=CC=CC=C1S(=O)(=O)N 6-methoxybenzenesulfonamide